1-oleoyl-2-stearoyl-3-butyrylglycerol C(CCCCCCC\C=C/CCCCCCCC)(=O)OCC(OC(CCCCCCCCCCCCCCCCC)=O)COC(CCC)=O